6,8-Difluoro-2,3,3a,4-tetrahydro-1H-benzo[b]pyrrolo[1,2-d][1,4]oxazin-1-one FC1=CC(=CC2=C1OCC1N2C(CC1)=O)F